1-[9-(4-chlorophenyl)-8-(6-cyano-3-pyridyl)-2-[(3R)-3-hydroxypyrrolidin-1-yl]purin-6-yl]-4-methyl-piperidine-4-carboxamide ClC1=CC=C(C=C1)N1C2=NC(=NC(=C2N=C1C=1C=NC(=CC1)C#N)N1CCC(CC1)(C(=O)N)C)N1C[C@@H](CC1)O